ClC1=NC=C(C(=N1)N1C[C@@H]([C@H](C1)F)F)CCC(F)(F)F 2-chloro-4-[(3S,4S)-3,4-difluoropyrrolidin-1-yl]-5-(3,3,3-trifluoropropyl)pyrimidine